glycerol di(isostearate) C(CCCCCCCCCCCCCCC(C)C)(=O)OCC(OC(CCCCCCCCCCCCCCC(C)C)=O)CO